rac-N-((4R,5R)-4-(2-(2-chloro-N-methylacetamido)phenyl)-7-ethyl-6-oxo-1-phenyl-4,5,6,7-tetrahydro-1H-pyrazolo[3,4-b]pyridin-5-yl)-3-(trifluoromethyl)benzamide ClCC(=O)N(C)C1=C(C=CC=C1)[C@@H]1C2=C(N(C([C@@H]1NC(C1=CC(=CC=C1)C(F)(F)F)=O)=O)CC)N(N=C2)C2=CC=CC=C2 |r|